7-chlorofuro[2,3-c]pyridine ClC=1N=CC=C2C1OC=C2